C(C)(C)(C)OC(=O)N1CCC(CC1)N1N=CC(=C1C)C1=CC=2N(C(=C1)Cl)C=CN2.OCC[NH3+] (2-hydroxyethyl)ammonium tert-Butyl-4-[4-(5-chloroimidazo[1,2-a]pyridin-7-yl)-5-methyl-pyrazol-1-yl]piperidine-1-carboxylate